CC(C(=O)N1CC2=CC(=CC=C2CC1)OC1=CC=C(C=C1)C(F)(F)F)=C 2-methyl-1-(7-(4-(trifluoromethyl)phenoxy)-3,4-dihydroisoquinolin-2(1H)-yl)prop-2-en-1-one